(R)-3-(2-((3R,4R)-3-amino-4-fluoropiperidin-1-yl)-5,6-difluoro-1H-benzo[d]imidazol-1-yl)-1-cyclopropylpyrrolidin-2-one N[C@@H]1CN(CC[C@H]1F)C1=NC2=C(N1[C@H]1C(N(CC1)C1CC1)=O)C=C(C(=C2)F)F